C(C)(C)(C)OC(=O)N1C[C@@H](C=C[C@@H](C1)O)O[Si](C1=CC=CC=C1)(C1=CC=CC=C1)C(C)(C)C (3R,6S)-3-((tert-Butyldiphenylsilyl)oxy)-6-hydroxy-2,3,6,7-tetrahydro-1H-azepine-1-carboxylic acid tert-butyl ester